tert-Butyl 1-((S)-4-((S)-2-((((3-chlorobenzyl)oxy)carbonyl)amino)-3-cyclohexyl propanamido)-5-oxopentanoyl)-1,2,3,5-tetrahydro-4H-benzo[e][1,4]diazepine-4-carboxylate ClC=1C=C(COC(=O)N[C@H](C(=O)N[C@@H](CCC(=O)N2CCN(CC3=C2C=CC=C3)C(=O)OC(C)(C)C)C=O)CC3CCCCC3)C=CC1